BrC=1C=CC=2C=3N(C(=NC2C1)N[C@H]1C(NCCCC1)=O)N=C(N3)C=3C=NN(C3)C (3R)-3-{[8-bromo-2-(1-methyl-1H-pyrazol-4-yl)[1,2,4]triazolo[1,5-c]quinazolin-5-yl]amino}azepan-2-one